C(C)(C)(C)N1N=CC(=C1)NC(CC1=C(C=C(C=C1)OC1=CC=NC2=CC=C(C=C12)S(=O)(=N)CC)F)=O N-(1-(tert-butyl)-1H-pyrazol-4-yl)-2-(4-((6-(ethylsulfonimidoyl)quinolin-4-yl)oxy)-2-fluorophenyl)acetamide